6-(cyclopropanecarboxamido)-N-(methyl-d3)-4-((6-methyl-5,6-dihydropyrimido[5,4-c]quinolin-7-yl)amino)nicotinamide C1(CC1)C(=O)NC1=NC=C(C(=O)NC([2H])([2H])[2H])C(=C1)NC1=CC=CC=2C3=C(CN(C12)C)C=NC=N3